(E)-N-(5-fluoro-2,3-dihydro-1H-inden-1-yl)-3-(1H-indazol-6-yl)acrylamide FC=1C=C2CCC(C2=CC1)NC(\C=C\C1=CC=C2C=NNC2=C1)=O